2-(2-hydroxy-3,5-diisopropylphenyl)phenylbenzotriazole OC1=C(C=C(C=C1C(C)C)C(C)C)C1=C(C=CC=C1)C1=CC=CC=2NN=NC21